tert-Butyl (1-((4-hydroxyphenyl)amino)-1-oxopentan-2-yl)(methyl)carbamate OC1=CC=C(C=C1)NC(C(CCC)N(C(OC(C)(C)C)=O)C)=O